3-(4-((1R,5S)-3,8-Diazabicyclo[3.2.1]octan-3-yl)-2-((tetrahydro-1H-pyrrolizin-7a(5H)-yl)methoxy-d2)-5,8-dihydropyrido[3,4-d]pyrimidin-7(6H)-yl)-5-chloro-4-(trifluoromethyl)phenol [C@H]12CN(C[C@H](CC1)N2)C=2C1=C(N=C(N2)OC([2H])([2H])C23CCCN3CCC2)CN(CC1)C=1C=C(C=C(C1C(F)(F)F)Cl)O